(4-(benzo[c][1,2,5]thiadiazol-5-yl)-5-(6-methylpyridin-2-yl)-1H-imidazole-2-yl)methanol N=1SN=C2C1C=CC(=C2)C=2N=C(NC2C2=NC(=CC=C2)C)CO